tert-butyl 4-((1s,4s)-4-(methylsulfonyloxy)cyclohexyl)piperazine-1-carboxylate CS(=O)(=O)OC1CCC(CC1)N1CCN(CC1)C(=O)OC(C)(C)C